C(C)OC(=O)C=1C=C2CCNC(C2=CC1)C methyl-1,2,3,4-tetrahydroisoquinoline-6-carboxylic acid ethyl ester